C(C1=CC=CC=C1)OC1=CC(=NC(=C1)C1=C(C=CC=C1)C(F)(F)F)OC(C)(C)C 4-benzyloxy-2-tert-butoxy-6-[2-(trifluoromethyl)phenyl]pyridine